((4-(6-chloropyridin-2-yl) piperazin-1-yl) methyl-1-oxetan-2-ylmethyl)-1H-benzo[d]imidazole-6-carboxylate ClC1=CC=CC(=N1)N1CCN(CC1)CC(C1OCC1)OC(=O)C=1C=CC2=C(NC=N2)C1